ClC1=NC=C(C=N1)C1CCN(CC1)C(=O)OC(C)(C)C tert-butyl 4-(2-chloropyrimidin-5-yl)piperidine-1-carboxylate